5-(3,4,5-trifluoro phenoxy)-1,3-phenylene bis(4-nitrobenzoate) [N+](=O)([O-])C1=CC=C(C(=O)OC2=CC(=CC(=C2)OC2=CC(=C(C(=C2)F)F)F)OC(C2=CC=C(C=C2)[N+](=O)[O-])=O)C=C1